4-methylpiperidine-1,4-dicarboxylate CC1(CCN(CC1)C(=O)[O-])C(=O)[O-]